methyl 5-fluoro-2-((4-fluoro-2-methylphenyl)-amino)-4-(tri-fluoromethyl)-benzoate FC=1C(=CC(=C(C(=O)OC)C1)NC1=C(C=C(C=C1)F)C)C(F)(F)F